5-(2-methylimidazo[1,2-b]pyridazin-6-yl)-2-(6-(1-(tetrahydro-2H-pyran-4-yl)azetidin-3-yl)pyridazin-3-yl)phenol hydrochloride Cl.CC=1N=C2N(N=C(C=C2)C=2C=CC(=C(C2)O)C=2N=NC(=CC2)C2CN(C2)C2CCOCC2)C1